(2R)-4-benzyl-2,6-dimethyl-7-nitro-2H-1,4-benzoxazin-3-one C(C1=CC=CC=C1)N1C([C@H](OC2=C1C=C(C(=C2)[N+](=O)[O-])C)C)=O